C(C)(C)OC(=O)OC(C)OC(CF)=O 2-Fluoroacetic acid 1-isopropoxycarbonyloxyethyl ester